C(C)(C)C=1C(=NNC1C=1C=C(C=2N(C1)N=CN2)OC)C(=O)N(C2CCN(CC2)C)C 4-isopropyl-5-(8-methoxy-[1,2,4]triazolo[1,5-a]pyridin-6-yl)-N-methyl-N-(1-methylpiperidin-4-yl)-1H-pyrazole-3-carboxamide